C(C)(C)(C)C1=C(C=C(C=C1)NC(C(C1CCN(CC1)CC(F)(F)F)NC(CC1=CC(=NO1)O)=O)=O)F N-(4-tert-butyl-3-fluorophenyl)-2-(((3-hydroxy-1,2-oxazol-5-yl)acetyl)amino)-2-(1-(2,2,2-trifluoroethyl)piperidin-4-yl)acetamide